CN(C)CC1CN(CCC1(C1=CC(=CC=C1)OC)O)C(=O)C1(CC1)C1=CC=CC=C1 (3-((dimethylamino)methyl)-4-hydroxy-4-(3-methoxyphenyl)piperidin-1-yl)(1-phenylcyclopropyl)methanone